6-Methoxy-3-nitro-N-(prop-2-yn-1-yl)pyridin-2-amine COC1=CC=C(C(=N1)NCC#C)[N+](=O)[O-]